OC1=C(C=C(C=C1CC)C(C)(C)C1=CC(=C(C(=C1)CC)O)C)C 2,2-bis(4-hydroxy-3-methyl-5-ethylphenyl)propane